FC1=C(COC=2C=C(C=C3C=C(NC23)CN2C(C(=CC=C2)NC([C@H](CC\C=C\C(N2CCCC2)=O)NC(OCCO)=O)=O)=O)F)C=CC(=C1)F 2-hydroxyethyl (S,E)-(1-((1-((7-((2,4-difluorobenzyl)oxy)-5-fluoro-1H-indol-2-yl)methyl)-2-oxo-1,2-dihydropyridin-3-yl)amino)-1,7-dioxo-7-(pyrrolidin-1-yl)hept-5-en-2-yl)carbamate